tert-butyl 7-(4-((2-(dimethylamino)-2-oxoethyl)amino)butyl)-3,4-dihydro-1,8-naphthyridine-1(2H)-carboxylate CN(C(CNCCCCC1=CC=C2CCCN(C2=N1)C(=O)OC(C)(C)C)=O)C